[Na+].C(CCCCCCC)C1=C(C=CC=C1)S(=O)(=O)[O-] octylbenzenesulphonic acid sodium salt